1-((1R,5S,7s)-7-((6-methyl-4-(2-((4-(trifluoromethyl)pyridin-2-yl)amino)pyrazolo[1,5-a]pyridin-5-yl)pyridin-3-yl)oxy)-3-oxa-9-azabicyclo[3.3.1]nonan-9-yl)ethan-1-one CC1=CC(=C(C=N1)OC1C[C@H]2COC[C@@H](C1)N2C(C)=O)C2=CC=1N(C=C2)N=C(C1)NC1=NC=CC(=C1)C(F)(F)F